N[C@H](C(=O)NC1CCN(CC1)C)CC1=CC(=C(C=C1)OC1=C2C(=NC=C1)NC=C2C2CC2)F (S)-2-amino-3-(4-((3-cyclopropyl-1H-pyrrolo[2,3-b]pyridin-4-yl)oxy)-3-fluorophenyl)-N-(1-methylpiperidin-4-yl)propionamide